C(C)NCCCC N-ethyl-butyl-amine